3-[4-[3-[4-[(3R,5R)-5-[(1,5-dimethyl-6-oxo-pyridazin-4-yl)amino]-1-methyl-3-piperidyl]benzoyl]-3,9-diazaspiro[5.5]undecan-9-yl]-5-fluoro-2-methyl-phenyl]piperidine-2,6-dione CN1N=CC(=C(C1=O)C)N[C@@H]1C[C@@H](CN(C1)C)C1=CC=C(C(=O)N2CCC3(CC2)CCN(CC3)C3=CC(=C(C=C3F)C3C(NC(CC3)=O)=O)C)C=C1